1,3,3-trimethyl-3H-indole CN1CC(C2=CC=CC=C12)(C)C